(2-chloro-6-((2,4,4-trimethylpentan-2-yl)amino)pyrimidin-4-yl)(indolin-1-yl)methanone ClC1=NC(=CC(=N1)C(=O)N1CCC2=CC=CC=C12)NC(C)(CC(C)(C)C)C